CC1=NOC(=C1C=1C=C2C(=NC1)C1=C(N2[C@@H](C2CCOCC2)C2=CC=CC=C2)C(=NN1C)C(=O)OC)C Methyl (S)-6-(3,5-dimethylisoxazol-4-yl)-1-methyl-4-(phenyl(tetrahydro-2H-pyran-4-yl)methyl)-1,4-dihydropyrazolo[3',4':4,5]pyrrolo[3,2-b]pyridine-3-carboxylate